C(O)(O)=O.[N+](=O)(O)[O-] Nitric acid carbonate